N(=[N+]=[N-])C(C(=O)[O-])CCCC azidohexanoate